6-(5-(5-methyl-4,5,6,7-tetrahydropyrazolo[1,5-a]pyrazin-3-yl)-1H-pyrrolo[2,3-b]pyridin-3-yl)quinoxaline CN1CC=2N(CC1)N=CC2C=2C=C1C(=NC2)NC=C1C=1C=C2N=CC=NC2=CC1